tert-Butylperoxyneodecanoat C(C)(C)(C)OOC(CCCCCC(C)(C)C)=O